ClC1=CC=2N(C=C1C1CCN(CC1)S(=O)(=O)C1=C3N(N=C1)CCC3)N=CN2 7-chloro-6-(1-((5,6-dihydro-4H-pyrrolo[1,2-b]pyrazol-3-yl)sulfonyl)piperidin-4-yl)-[1,2,4]triazolo[1,5-a]pyridine